FC1=CC(=CC=2NC(=NC21)C2=NNC1=CC=C(C=C21)C=2C(=C(C=NC2)C(=O)NCC)C)F 5-[3-(4,6-difluoro-1H-benzimidazol-2-yl)-1H-indazol-5-yl]-N-ethyl-4-methyl-3-pyridinecarboxamide